[1,1-biphenyl]-2-yl-di-tert-butylphosphine C1(=C(C=CC=C1)P(C(C)(C)C)C(C)(C)C)C1=CC=CC=C1